C(C1=CC=CC=C1)OC1=CC(=NC2=CC=[N+](C(=C12)N1C(CCC1)=O)[O-])C=1C(=NC=C(C1C)C(F)(F)F)OC1=C(C(=C(C=C1)F)F)C 1-[4-benzyloxy-2-[2-(3,4-difluoro-2-methyl-phenoxy)-4-methyl-5-(trifluoromethyl)-3-pyridyl]-6-oxido-1,6-naphthyridin-6-ium-5-yl]pyrrolidin-2-one